3-(5-bromothien-2-yl)-N-(4-(4-methylpiperazin-1-yl)phenyl)-1H-pyrazol-5-amine BrC1=CC=C(S1)C1=NNC(=C1)NC1=CC=C(C=C1)N1CCN(CC1)C